CN1N=C(C(=C1)C1(NC(NC1=O)=O)CNC(=O)C=1C(=CC=CC1)C1=CC=C(C=C1)C(F)(F)F)C N-{[4-(1,3-dimethyl-1H-pyrazol-4-yl)-2,5-dioxoimidazolidin-4-yl]methyl}-4'-(trifluoromethyl)[biphenyl]-2-carboxamide